(1S,2S,4R,8S,9S,11S,12R,13S,19S)-12,19-Difluoro-11-hydroxy-9,13-dimethyl-8-[2-(methylamino)acetyl]-6-propyl-5,7-dioxapentacyclo[10.8.0.02,9.04,8.013,18]icosa-14,17-dien-16-one F[C@@]12[C@H](C[C@@]3([C@@]4(OC(O[C@@H]4C[C@H]3[C@@H]2C[C@@H](C2=CC(C=C[C@]12C)=O)F)CCC)C(CNC)=O)C)O